CC1=CC(=CC(=C1)F)F 1-methyl-3,5-difluorobenzene